ClC=1C=C2C(=C(N(C(C2=CC1)=O)C1=CC=C(C=C1)Cl)C(=O)O)C1=CC=CC=C1 6-Chloro-2-(4-chlorophenyl)-1-oxo-4-phenyl-1,2-dihydroisoquinoline-3-carboxylic Acid